O1NC(CC2=C1C=CC=C2)=O benzoOxazinone